CC1(C(CCC1)=O)C=1C=NN(C1)COCC[Si](C)(C)C 2-methyl-2-(1-((2-(trimethylsilyl)ethoxy)methyl)-1H-pyrazol-4-yl)cyclopentan-1-one